bis(p-dimethylamino-phenyl)-6-dimethylaminophthalide CN(C1=CC=C(C=C1)C1(OC(=O)C2=CC(=CC=C12)N(C)C)C1=CC=C(C=C1)N(C)C)C